C1=NC=CC2=CC=C3C(=C12)C=CC(=C3)C(=O)[O-] 8-benzoisoquinolineAt